2-OXOBUTYL ACETATE C(C)(=O)OCC(CC)=O